[O-]S(=O)(=O)C(F)(F)F.BrC1=C(C=CC=C1)C(C1=CN(C2=CC=CC=C12)C)[P+](C1=CC=CC=C1)(C1=CC=CC=C1)C1=CC=CC=C1 ((2-bromophenyl)(1-methyl-1H-indol-3-yl)methyl)triphenyl-phosphonium triflate